1-oxo-6-(6-(piperazin-1-yl)pyridazin-3-yl)isoindol O=C1N=CC2=CC=C(C=C12)C=1N=NC(=CC1)N1CCNCC1